IC1=C(C=C(C=C1)C)N(C(C(=C)C)=O)C N-(2-iodo-5-methylphenyl)-N-methylmethacrylamide